C1(=CC=CC2=CC=CC=C12)[S+](C1=CC=CC2=CC=CC=C12)C1=CC=CC2=CC=CC=C12 tri-1-naphthyl-sulfonium